C(C)(C)(C)C1N(CCN(C1)CC=1C=C2C=CC(=NC2=CC1)NC(=O)C=1N=NN(C1C)C1=C(C=CC=C1)C)C(=O)OC[C@@H]1[C@H](C[C@@](O1)(N1C=NC=2C(N)=NC=NC12)F)O fluoro-2'-deoxyadenosine tert-butyl-4-((2-(5-methyl-1-(o-tolyl)-1H-1,2,3-triazole-4-carboxamido)quinolin-6-yl)methyl)piperazine-1-carboxylate